methyl 4-bromo-2-(1-cyano-1-methyl-ethyl)-5-fluoro-benzoate BrC1=CC(=C(C(=O)OC)C=C1F)C(C)(C)C#N